COC1=CC=C(C=C1)C(C)NCC1=CC=C(C=C1)O 4-[[1-(4-methoxyphenyl)ethylamino]methyl]phenol